4-methoxy-α-methyl-benzyl alcohol COC1=CC=C(C(C)O)C=C1